1-chloroethyloxetane-3-yl carbonate C(OC1C(OC1)C(C)Cl)([O-])=O